tert-butyl (R)-(9-(2-bromo-6-(3-((tert-butoxycarbonyl)amino)-3-(1-methyl-1H-tetrazol-5-yl)pyrrolidin-1-yl)-4-chlorobenzyl)-9H-purin-6-yl)(tert-butoxycarbonyl)carbamate BrC1=C(CN2C3=NC=NC(=C3N=C2)N(C(OC(C)(C)C)=O)C(=O)OC(C)(C)C)C(=CC(=C1)Cl)N1C[C@](CC1)(C1=NN=NN1C)NC(=O)OC(C)(C)C